ethyl 4,5,6,7-tetrahydropyrazolo[1,5-a]pyrimidine-6-carboxylate hydrochloride Cl.N1=CC=C2N1CC(CN2)C(=O)OCC